(9H-fluoren-9-yl)methyl (2-((((1-aminocyclobutyl)methoxy)methyl)amino)-2-oxoethyl)carbamate NC1(CCC1)COCNC(CNC(OCC1C2=CC=CC=C2C=2C=CC=CC12)=O)=O